CC1=C(OC2=CC=3N(C=C2)N=CC3)C=CC(=C1)[N+](=O)[O-] 5-(2-methyl-4-nitrophenoxy)pyrazolo[1,5-a]pyridine